5-(3-nitro-4-fluorophenyl)-2-(N,N-bis-tert-butoxycarbonylamino)-1H-imidazole [N+](=O)([O-])C=1C=C(C=CC1F)C1=CN=C(N1)N(C(=O)OC(C)(C)C)C(=O)OC(C)(C)C